CN=NNC 1,3-dimethyltriazene